C(C)(C)(C)OC(=O)N1C2CN(CC1CC2)C=2C1=C(N=C(N2)OC[C@@H](CN2CCN(CC2)CC2=CC=CC=C2)NC(=O)OC(C)(C)C)C(=C(N=C1)Cl)F 3-(2-((R)-3-(4-benzylpiperazin-1-yl)-2-((t-butoxycarbonyl)amino)propoxy)-7-chloro-8-fluoropyrido[4,3-d]pyrimidin-4-yl)-3,8-diazabicyclo[3.2.1]octane-8-carboxylic acid tert-butyl ester